2-(hydroxymethyl)-1H-indole-5-carbonitrile OCC=1NC2=CC=C(C=C2C1)C#N